OC1(CCC1)C1=CC=C2CCN(C2=C1)C(=O)OC(C)(C)C tert-butyl 6-(1-hydroxycyclobutyl)indoline-1-carboxylate